FC1(CN(CC1C=1NC(C2=C(C=CC=C2C1)F)=O)C1CCN(CC1)C=1C=CC(=NC1)C(=O)NC)F 5-(4-(3,3-difluoro-4-(8-fluoro-1-oxo-1,2-dihydroisoquinolin-3-yl)pyrrolidin-1-yl)piperidin-1-yl)-N-methylpyridineamide